BrC1=CC=CC(=N1)OCC(CC(=O)OC)C methyl 4-[(6-bromo-2-pyridyl)oxy]-3-methyl-butanoate